FC1(CN(CCC1N1N=C2C=C(C(=CC2=C1)C=1C=C(C=CC1F)C=1C2=C(N=NC1)N(C=N2)CC)OC)C)F 4-(3-(2-(3,3-Difluoro-1-methylpiperidin-4-yl)-6-methoxy-2H-indazol-5-yl)-4-fluorophenyl)-7-ethyl-7H-imidazo[4,5-c]pyridazine